BrC1=CC=C2C(=CC=NC2=C1)C(=O)O 7-bromoquinoline-4-formic acid